2-Amino-N-((1R)-1-(3-fluoro-2-pyridinyl)ethyl)-3-methyl-N-((6-(methylamino)-3-pyridazinyl)methyl)-6-quinolinecarboxamide NC1=NC2=CC=C(C=C2C=C1C)C(=O)N(CC=1N=NC(=CC1)NC)[C@H](C)C1=NC=CC=C1F